methyl 4-(((trifluoromethyl) sulfonyl) oxy)-2,3-dihydro-1H-cyclopenta[C]quinoline-8-carboxylate FC(S(=O)(=O)OC1=NC=2C=CC(=CC2C2=C1CCC2)C(=O)OC)(F)F